benzyl (3S)-4-[2-(4-tert-butoxycarbonylpiperazin-1-yl) ethyl]-3-methyl-piperazine-1-carboxylate C(C)(C)(C)OC(=O)N1CCN(CC1)CCN1[C@H](CN(CC1)C(=O)OCC1=CC=CC=C1)C